5,6-dimethyl-3-[(3-nitrobenzyl)sulfanyl][1,2,4]triazolo[4,3-a]pyrimidin-7(8H)-one CC1=C(C(NC=2N1C(=NN2)SCC2=CC(=CC=C2)[N+](=O)[O-])=O)C